1-(3-bromopyridine-2-yl)ethanone tert-butyl-(1-(1-benzoyl-2,3-dihydro-1H-pyrido[2,3-b][1,4]oxazin-6-yl)ethyl)carbamate C(C)(C)(C)N(C(O)=O)C(C)C=1C=CC2=C(OCCN2C(C2=CC=CC=C2)=O)N1.BrC=1C(=NC=CC1)C(C)=O